C(C)(C)(C)C1OC2=C(C=NC1)C=C(C=C2Br)C2=C(C=CC=C2)C tert-butyl-9-bromo-7-(o-tolyl)-2,3-dihydrobenzo[f][1,4]oxazepine